N,N'-di(1H-pyrazol-4-yl)ethane-1,2-diimine N1N=CC(=C1)N=CC=NC=1C=NNC1